allyl methyl di(2-ethyl valerate) C(C)C(C(=O)OCC=C)CCC.C(C)C(C(=O)OC)CCC